C1=CC=C(C=C1)C[C@@H](C(=O)O)NC(=O)CC2=CNC3=CC=CC=C32 N-(3-Indolylacetyl)-L-phenylalanine